CCCCCCCC/C=C\\CCCCCCCCC/C=C/C(=O)SCCNC(=O)CCNC(=O)[C@@H](C(C)(C)COP(=O)(O)OP(=O)(O)OC[C@@H]1[C@H]([C@H]([C@@H](O1)N2C=NC3=C(N=CN=C32)N)O)OP(=O)(O)O)O The molecule is an unsaturated fatty acyl-CoA that results from the formal condensation of the thiol group of coenzyme A with the carboxy group of (2E,13Z)-docosadienoic acid. It is a long-chain fatty acyl-CoA, an unsaturated fatty acyl-CoA and an 11,12-saturated fatty acyl-CoA. It is a conjugate acid of a (2E,13Z)-docosadienoyl-CoA(4-).